C1(=CC(=CC=C1)C1=NC2=CC=CC=C2C=C1O)C 2-(M-tolyl)quinolin-3-ol